C1(CS1)SC1CS1 bis(1,2-epithioethyl) sulfide